N1(C=NC=C1)C1=CC(=NC=C1)C(=O)NC1CCC(CCC1)C 4-(1H-imidazol-1-yl)-N-(4-methylcycloheptyl)picolinamide